BrC=1C=C(C=CC1)CC(CNC(=O)[C@H]1N(C[C@@H](C1)O)C(=O)OC(C)(C)C)=O tert-butyl (2S,4R)-2-[[3-(3-bromophenyl)-2-oxopropyl] carbamoyl]-4-hydroxypyrrolidine-1-carboxylate